FC1(C2CN(CC12)C1=CC=C(C(=N1)C=C)CN1N=CC(=C1)C(=O)OCC)F ethyl 1-[(6-{6,6-difluoro-3-azabicyclo[3.1.0]hexan-3-yl}-2-ethenylpyridin-3-yl)methyl]-1H-pyrazole-4-carboxylate